2-(4-(tert-butyl)-3-hydroxy-2,6-dimethylbenzyl)-4,5-dihydro-1H-imidazol-1-ium (R)-5-(1,2-dithiolan-3-yl)pentanoate S1S[C@@H](CC1)CCCCC(=O)[O-].C(C)(C)(C)C1=C(C(=C(CC=2[NH2+]CCN2)C(=C1)C)C)O